C(#N)[C@H]1N(CSC1)C(CNC(=O)C1=CC=NC2=CC=C(C=C12)C1=CC=C(C=C1)OCCCOC)=O (R)-N-(2-(4-cyanothiazolidin-3-yl)-2-oxoethyl)-6-(4-(3-methoxy-propoxy)-phenyl)quinoline-4-carboxamide